COC(=O)C1=CC=2C=3N(C=CC2S1)N=CC3 pyrazolo[1,5-a]thieno[3,2-c]pyridine-8-carboxylic acid methyl ester